ethyl 2-[3-(tert-butoxycarbonylamino) cyclopentyl]acetate C(C)(C)(C)OC(=O)NC1CC(CC1)CC(=O)OCC